C(C1=CC=CC=C1)N(CCOC1CCC(CC1)OC/C=C/C(=O)[O-])CC1=CC=CC=C1.[Na+] sodium (E)-4-(((1r,4r)-4-(2-(dibenzylamino)ethoxy)cyclohexyl)oxy)but-2-enoate